bicyclo[2.2.2]octa-7-en-2,3,5,6-tetracarboxylic acid methyl ester COC(=O)C1C2C(C(C(C1C(=O)O)C=C2)C(=O)O)C(=O)O